ClC=1C=C(C=C(C1OC=1C=C2CCN(C(C2=CC1)=O)COCC(F)(F)F)Cl)N1N=C(C(NC1=O)=O)C#N 2-(3,5-Dichloro-4-((1-oxo-2-((2,2,2-trifluoroethoxy)methyl)-1,2,3,4-Tetrahydroisoquinolin-6-yl)oxy)phenyl)-3,5-dioxo-2,3,4,5-tetrahydro-1,2,4-triazine-6-carbonitrile